N=1ON=C2C1C=CC(=C2)COC2=C(C=O)C=C(C(=N2)Cl)Cl 2-(benzo[c][1,2,5]oxadiazol-5-ylmethoxy)-5,6-dichloro-nicotinaldehyde